ClC=1C=C2C(=NC(N(C2=CC1OCCO)C)=O)N1CCOCC2=C1C=CC=C2 6-chloro-4-(2,3-dihydrobenzo[e][1,4]oxazepin-1(5H)-yl)-7-(2-hydroxyethoxy)-1-methylquinazolin-2(1H)-one